C[C@H]1[C@@H]([C@H]([C@H]([C@@H](O1)O[C@@H]2[C@H](O[C@H]([C@@H]([C@H]2O)O)OC[C@@H]3[C@H]([C@@H]([C@H]([C@@H](O3)OC(=O)[C@@]45CC[C@@]6(C(=CC[C@H]7[C@]6(CC[C@@H]8[C@@]7(CC[C@@H]([C@@]8(C)CO)O[C@H]9[C@@H]([C@H]([C@H](CO9)O)O)O[C@H]1[C@@H]([C@@H]([C@H]([C@@H](O1)C)O)O[C@H]1[C@@H]([C@H]([C@@H](CO1)O)O)O)O)C)C)[C@@H]4CC(CC5)(C)C)C)O)O)O)CO)O)O)O The molecule is a triterpenoid saponin with hederagenin as the aglycone part. It has been isolated from the stem bark of Kalopanax pictus. It has a role as an anti-inflammatory agent and a plant metabolite. It is a carboxylic ester, a pentacyclic triterpenoid and a triterpenoid saponin. It derives from a hederagenin.